C(C)NC(=O)[C@@H]1[C@H](CC[C@@H](C1)C)C(C)C (1S,2R,5S)-N-ethyl-5-methyl-2-(propan-2-yl)cyclohexanecarboxamide